Neryl propionate C(CC)(=O)OC\C=C(\C)/CCC=C(C)C